4-[[2-[4-[4-[8-[3,5-difluoro-4-(morpholinomethyl)phenyl]quinoxalin-2-yl]pyrazol-1-yl]-1-piperidyl]-2-oxo-ethyl]amino]-2-(2,6-dioxo-3-piperidyl)isoindoline-1,3-dione FC=1C=C(C=C(C1CN1CCOCC1)F)C=1C=CC=C2N=CC(=NC12)C=1C=NN(C1)C1CCN(CC1)C(CNC1=C2C(N(C(C2=CC=C1)=O)C1C(NC(CC1)=O)=O)=O)=O